COC1=CC=C(C=C1)C=1C(=CC(=NC1C1=CC=C(C=C1)OC)N)SC 5,6-bis(4-methoxyphenyl)-4-(methylthio)pyridin-2-amine